2-adamantylalanine C12C(C3CC(CC(C1)C3)C2)N[C@@H](C)C(=O)O